(3-(2-phenylpropyl)-1,5,6,7-tetrahydro-s-indacen-1-yl)silane C1(=CC=CC=C1)C(CC1=CC(C2=CC=3CCCC3C=C12)[SiH3])C